trans-4-((3-(1-Cyclopropyl-1H-pyrazol-4-yl)phenyl)((trans-4-(4-methoxy-3-methylphenyl)cyclohexyl)methyl) carbamoyl)cyclohexyl (3-(dimethylamino)propyl)carbamate CN(CCCNC(O[C@@H]1CC[C@H](CC1)C(N(C[C@@H]1CC[C@H](CC1)C1=CC(=C(C=C1)OC)C)C1=CC(=CC=C1)C=1C=NN(C1)C1CC1)=O)=O)C